tert-butyl (R)-((6'-hydroxy-2',4',6'-trimethyl-7'-oxo-6',7'-dihydrospiro[cyclopropane-1,5'-inden]-3'-yl)methyl)carbamate O[C@@]1(C2(C(=C3C(=C(C=C3C1=O)C)CNC(OC(C)(C)C)=O)C)CC2)C